C(C1=CC=CC=C1)OC(=O)N1CC=2N=C(N=C(C2C1)N1C[C@@](CCC1)(O[Si](C)(C)C)C)Cl (R)-2-chloro-4-(3-methyl-3-((trimethylsilyl)oxy)piperidin-1-yl)-5,7-dihydro-6H-pyrrolo[3,4-d]Pyrimidine-6-carboxylic acid benzyl ester